rel-(2R,3S,5R)-4-[[3-(3,4-difluoro-2-methoxyphenyl)-5-ethyl-5-(trifluoromethyl)tetrahydrofuran-2-carbonyl]amino]pyridine-2-carboxamide FC=1C(=C(C=CC1F)[C@H]1[C@@H](O[C@](C1)(C(F)(F)F)CC)C(=O)NC1=CC(=NC=C1)C(=O)N)OC |o1:8,9,11|